[N+](=O)([O-])C1=CC=C(C=2C1=NON2)NCCOCCNC(=O)C(CC)(CC)C=2C(=NC=CC2)C(=O)N (3-((2-(2-((7-nitrobenzo[c][1,2,5]oxadiazol-4-yl)amino)ethoxy)ethyl)carbamoyl)pentan-3-yl)picolinamide